(R or S)-N'-(2-amino-6,8-difluoroquinazolin-4-yl)-1-(1-methyl-1H-pyrazol-4-yl)piperidine-3-carbohydrazide NC1=NC2=C(C=C(C=C2C(=N1)NNC(=O)[C@H]1CN(CCC1)C=1C=NN(C1)C)F)F |o1:15|